COC(=O)C1=NN(C=C1)C1=CC(=CC=C1)C(NC1=CC(=CC(=C1)NS(=O)(=O)C)Cl)=O.ClC1=C(C=CC=C1)COC1(CC1)C=1C=NC=CC1C1=C(C=CC=C1)OC1CC1 4-chloro-3-([1-[4-(2-cyclopropoxyphenyl)pyridin-3-yl]cyclopropoxy]methyl)benzene methyl-1-{3-[(3-chloro-5-methanesulfonamidophenyl)carbamoyl]phenyl}-1H-pyrazole-3-carboxylate